C(C)(C)(C)C=1C(=C(C(=NO)N)C=CC1)C[C@@H](C=1SC2=C(N1)C=CC(=C2)OC)NS(=O)(=O)C2=CC=CC=C2 |r| tert-butyl-N'-hydroxy-2-[rac-(2S)-2-(benzenesulfonamido)-2-(6-methoxy-1,3-benzothiazol-2-yl)ethyl]benzamidine